ClC=1C=C(C=CC1)C1=CC=C(C=C1)C(C(=O)O)(C)NC(C(=O)OCC)C [4-(3-chlorophenyl)phenyl]-2-[(2-ethoxy-1-methyl-2-oxo-ethyl)amino]propionic acid